C(C)(C)(C)OC(=O)N1CCC(CC1)OC1=CC=CC(=N1)C(=O)[O-] 6-((1-(tert-butoxycarbonyl) Piperidin-4-yl)oxy)picolinate